BrC1=CC=CC(=N1)C1=CC(=CN1)S(=O)(=O)NC1=C(C=C(C(=C1)F)C(F)(F)F)F 5-(6-bromo-2-pyridyl)-N-[2,5-difluoro-4-(trifluoromethyl)phenyl]-1H-pyrrole-3-sulfonamide